CN1C2=C(C3=C1C(N(N=C3)CC3=NN(C=C3)C)=O)C=C(N=C2)CC=2N=CSC2 5-methyl-3-((1-methyl-1H-pyrazol-3-yl)methyl)-8-(thiazol-4-ylmethyl)-3H-pyrido[4',3':4,5]pyrrolo[2,3-d]pyridazin-4(5H)-one